C(CCCCCCC)(=O)C1=CC=C(C(C(=O)O)=C1)O L-5-octanoyl-salicylic acid